Citronellol Sodium Benzoate Sodium Salicylate C(C=1C(O)=CC=CC1)(=O)[O-].[Na+].C(C1=CC=CC=C1)(=O)[O-].[Na+].CC(C)=CCCC(C)CCO